tert-butyl-(S)-3-(4-amino-7-bromo-3-((3,5-dimethoxyphenyl)ethynyl)-1H-pyrazolo[4,3-c]pyridin-1-yl)pyrrolidine-1-carboxylate C(C)(C)(C)OC(=O)N1C[C@H](CC1)N1N=C(C=2C(=NC=C(C21)Br)N)C#CC2=CC(=CC(=C2)OC)OC